2-(3,5-Dichloro-4-((5-cyclobutyl-6-oxo-1,6-dihydropyridazin-3-yl)oxy)phenyl)-3,5-dioxo-2,3,4,5-tetrahydro-1,2,4-triazine-6-carboxylic acid methyl ester COC(=O)C=1C(NC(N(N1)C1=CC(=C(C(=C1)Cl)OC1=NNC(C(=C1)C1CCC1)=O)Cl)=O)=O